7-(1-(adamantan-1-ylmethyl)-1H-pyrazol-4-yl)-3-(5-methyl-6-((4,5,6,7-tetrahydrobenzo[d]thiazol-2-yl)amino)pyridazin-3-yl)imidazo[1,2-a]pyridine-8-carboxylic acid C12(CC3CC(CC(C1)C3)C2)CN2N=CC(=C2)C2=C(C=3N(C=C2)C(=CN3)C=3N=NC(=C(C3)C)NC=3SC2=C(N3)CCCC2)C(=O)O